(2-bromobenzyl)-2,4-dimethylaniline BrC1=C(CNC2=C(C=C(C=C2)C)C)C=CC=C1